4,5-diamino-1,2-dimethyl-1,2-dihydro-pyrazol-3-one NC=1C(N(N(C1N)C)C)=O